OC1=CC(=C(CNC2=C3N=CN(C3=NC=N2)[C@H]2[C@@H](O)[C@H](O)[C@H](O2)CO)C=C1)OC 6-(4-Hydroxy-2-methoxybenzylamino)-9-β-D-arabinofuranosylpurin